C(C1=CC=CC=C1)(=O)CC(=O)N1C(N2C(C3=C(CC4=C2C=CC=C4)C=CC=C3)C1)N N-benzoylacetyl-3-amino-9,13b-dihydro-1H-dibenzo[c,f]imidazo[1,5-a]azepine